FC=1C(=NC=CC1CN1C(CC(C1)(O)C1=CC=C(C=C1)F)C)C=1C=C2CN(C(C2=CC1)=O)C1CNCCC1 3-(5-(3-fluoro-4-((4-(4-fluorophenyl)-4-hydroxy-2-methylpyrrolidin-1-yl)methyl)pyridin-2-yl)-1-oxoisoindolin-2-yl)piperidine